1-ethyl-N-(2-(methylsulfonyl)ethyl)-2-oxo-1,2-dihydrobenzo[cd]indole-6-sulfonamide C(C)N1C(C2=C3C(C(=CC=C13)S(=O)(=O)NCCS(=O)(=O)C)=CC=C2)=O